CC1=CC2=C(OC3(C=NS2(=O)=O)CCOCC3)N=C1 8'-methyl-1',1'-dioxido-2,3,5,6-tetrahydrospiro[pyran-4,4'-pyrido[2,3-b][1,4,5]oxathiazepin]